(3-thienyl)ethoxybutanesulfonate S1C=C(C=C1)CCOC(CCC)S(=O)(=O)[O-]